FC=1C=C(C#N)C=C(C1N1N=CC=2C=NC(=CC21)NC2=NC=NC(=C2)N2CCOCC2)F 3,5-difluoro-4-(6-((6-morpholinopyrimidin-4-yl)amino)-1H-pyrazolo[4,3-c]pyridin-1-yl)benzonitrile